8-((2S,5S)-2,5-dimethyl-4-(3-(trifluoromethyl)phenoxy)piperidin-1-yl)-5-methyl-6-oxo-5,6-dihydro-1,5-naphthyridine-2-carbonitrile C[C@@H]1N(C[C@@H](C(C1)OC1=CC(=CC=C1)C(F)(F)F)C)C1=CC(N(C=2C=CC(=NC12)C#N)C)=O